4-(4-{[(3R)-3-(2-isopropylphenyl)morpholin-4-yl]methyl}piperidin-1-yl)-N-[3-nitro-4-({[(1r,4r)-4-hydroxy-4-methylcyclohexyl]methyl}amino)benzenesulfonyl]benzamide hydrochloride Cl.C(C)(C)C1=C(C=CC=C1)[C@H]1N(CCOC1)CC1CCN(CC1)C1=CC=C(C(=O)NS(=O)(=O)C2=CC(=C(C=C2)NCC2CCC(CC2)(C)O)[N+](=O)[O-])C=C1